7-chloro-N-(5-fluoro-6-(2-fluoroethoxy)-2-methoxypyridin-3-yl)imidazo[1,2-a]pyridine-3-sulfonamide ClC1=CC=2N(C=C1)C(=CN2)S(=O)(=O)NC=2C(=NC(=C(C2)F)OCCF)OC